ClC=1C(=CC(=C(C1)C=1C=C(C(=O)NC2CCCCC2)C=CC1)O)C 3-(5-chloro-2-hydroxy-4-methylphenyl)-N-cyclohexylbenzamide